SCCCCC(=O)OCC(CO)(CO)CO pentaerythritol (5-mercaptopentanoate)